BrC=1C=NN2C1C=CC(=C2)C=2C=NN(C2)CCN(C)C 2-[4-(3-bromopyrazolo[1,5-a]pyridin-6-yl)-1H-pyrazol-1-yl]-N,N-dimethylethylamine